1,2,4,5-tetrabromo-3,6-difluorobenzene BrC1=C(C(=C(C(=C1F)Br)Br)F)Br